[N-](S(=O)(=O)C(F)(F)F)S(=O)(=O)C(F)(F)F.N[C@@H](C(C)C)C(=O)O |r| DL-valine bis(trifluoromethanesulfonyl)imide salt